11-benzyl-N-(3-chloro-4-fluorophenyl)-6,12-dioxo-1,3,4,8,9,10,11,12-octahydro-2H,6H-pyrazino[1',2':3,4]imidazo[1,5-a][1,4]diazepine-2-carboxamide C(C1=CC=CC=C1)N1C(C=2N(CCC1)C(N1C2CN(CC1)C(=O)NC1=CC(=C(C=C1)F)Cl)=O)=O